ClC1=C(OCC(=O)N2CC3N(C(C4=C(NC3=O)C=CC(=C4)C=4C=C(C#N)C=C(C4)C(F)(F)F)=O)CC2)C=CC(=C1)OC(F)(F)F 3-(2-(2-(2-chloro-4-(trifluoromethoxy)phenoxy)acetyl)-6,12-dioxo-1,2,3,4,6,11,12,12a-octahydrobenzo[e]pyrazino[1,2-a][1,4]diazepin-8-yl)-5-(trifluoromethyl)benzonitrile